FC=1C=C(C=C(C1)F)C1=CC=C(N=N1)C(=O)OC methyl 6-(3,5-difluorophenyl)-3-pyridazinecarboxylate